Arachidonic Acid Ethyl Ester C(C)OC(CCC\C=C/C\C=C/C\C=C/C\C=C/CCCCC)=O